N-[2-(2-amino-ethoxy)ethyl]-4-[[3-(2,3-difluoro-phenyl)imidazo[1,2-a]pyrazin-8-yl]amino]-2-ethyl-benzamide NCCOCCNC(C1=C(C=C(C=C1)NC=1C=2N(C=CN1)C(=CN2)C2=C(C(=CC=C2)F)F)CC)=O